C(C)(C)(C)C1=C(C(=NC=2C1=COCC1=C(CN2)C(=CC=C1)F)NN)Br tert-butyl-3-bromo-11-fluoro-2-hydrazineyl-7,12-dihydrobenzo[g]pyrido[3,2-c][1,5]oxazonine